C(#N)C=1C=C(C=CC1)C1=CC(=CO1)C(=O)NC1=NC(=NS1)CC(C)O 5-(3-Cyanophenyl)-N-(3-(2-hydroxypropyl)-1,2,4-thiadiazol-5-yl)furan-3-carboxamide